N[C@@H]1CC[C@H](CC1)NC=1C=2N(N=CC1C(=NC1=C(C=C(C=C1)O)Cl)N)C=CC2 4-[(trans-4-aminocyclohexyl)amino]-N'-(2-chloro-4-hydroxy-phenyl)pyrrolo[1,2-b]pyridazine-3-carboxamidine